OC1=C2C(C=C(OC2=CC(=C1OC)OC)C1=CC(=C(C(=C1)OC)OC)O)=O 5,3'-dihydroxy-6,7,4',5'-tetramethoxyflavone